CN(CCN1N=CC(=C1)C(=O)NC1=CC(=CC=C1)CNC1=NC=C(C2=C1CCO2)C2=CC=NC=C2)C 1-(2-(Dimethylamino)ethyl)-N-(3-(((7-(pyridin-4-yl)-2,3-dihydrofuro[3,2-c]pyridin-4-yl)amino)methyl)phenyl)-1H-pyrazol-4-carboxamid